benzyl (2-((2-amino-4-bromophenyl)amino)-2-oxoethyl)carbamate NC1=C(C=CC(=C1)Br)NC(CNC(OCC1=CC=CC=C1)=O)=O